NC1=NC=2C=C(C(=CC2C2=C1C=NN2C)C(=O)N(CC2=NC=C(C=C2)C(F)(F)F)N2CCN(CC2)C)F 4-amino-7-fluoro-1-methyl-N-(4-methylpiperazin-1-yl)-N-((5-(trifluoromethyl)pyridin-2-yl)methyl)-1H-pyrazolo[4,3-c]quinoline-8-carboxamide